benzyl N-[(4S)-4-{[(tert-butoxy)carbonyl]amino}-4-{[(1S,2S)-2-methyl-1-(methylcarbamoyl)butyl]carbamoyl}butyl]carbamate C(C)(C)(C)OC(=O)N[C@@H](CCCNC(OCC1=CC=CC=C1)=O)C(N[C@@H]([C@H](CC)C)C(NC)=O)=O